3-Isocyanatopropyl-tri-methoxysilan N(=C=O)CCC[Si](OC)(OC)OC